FC1=CC=C(C=C1)C(C1CCN(CC1)C(=O)N1CC(CC1)C1=NC=NN1)C1=CC=C(C=C1)F [4-[bis(4-fluorophenyl)methyl]-1-piperidinyl]-[3-(1H-1,2,4-triazol-5-yl)pyrrolidin-1-yl]methanone